2-((5Z,8Z,11Z,14Z,17Z)-icosa-5,8,11,14,17-pentaenyloxy)propanoic acid C(CCC\C=C/C\C=C/C\C=C/C\C=C/C\C=C/CC)OC(C(=O)O)C